4-(tetrahydro-2H-pyran-2-yloxy)phenylboronic acid O1C(CCCC1)OC1=CC=C(C=C1)B(O)O